BrC1=C(OC=2C=C(C=O)C=CC2[N+](=O)[O-])C=CC(=C1)C(F)(F)F 3-(2-bromo-4-(trifluoromethyl)phenoxy)-4-nitrobenzaldehyde